2,4,6-tris(dimethylcarbamoyl)phenol CN(C(=O)C1=C(C(=CC(=C1)C(N(C)C)=O)C(N(C)C)=O)O)C